ClC1=CC(=C(OCC=2C=NC=C(C(=O)NCCCN(C)C)C2)C=C1OCC1=C(C(=CC=C1)C1=CC2=C(OCCO2)C=C1)C)CN1C[C@H](CC1)O (S)-5-((4-chloro-5-((3-(2,3-dihydrobenzo[b][1,4]dioxin-6-yl)-2-methylbenzyl)oxy)-2-((3-hydroxypyrrolidin-1-yl)methyl)phenoxy)methyl)-N-(3-(dimethylamino)propyl)nicotinamide